2-(4-bromo-3-methoxyphenyl)-5-(methoxymethyl)-1,3,4-oxadiazole BrC1=C(C=C(C=C1)C=1OC(=NN1)COC)OC